CN1C2CC(CC1CC2)CC(C2=CC=CC=C2)(C2=CC=CC=C2)C2=CC=CC=C2 (endo)-8-methyl-3-(2,2,2-triphenyl-ethyl)-8-azabicyclo[3.2.1]octane